3-{2-[(1s,4s)-4-{[rel-(1R,5S)-8-fluoro-7-oxo-9-oxa-2,6-diazaspiro[4.5]decan-1-yl]methoxy}cyclohexyl]phenoxy}propanoic acid FC1C(N[C@]2(CCN[C@H]2COC2CCC(CC2)C2=C(OCCC(=O)O)C=CC=C2)CO1)=O |o1:4,8|